NC1=NN(C(=C1)C1=CC(=C(C#N)C=C1)F)C1=CC2=CN(N=C2C=C1)CCO 4-(3-amino-1-(2-(2-hydroxyethyl)-2H-indazol-5-yl)-1H-pyrazol-5-yl)-2-fluorobenzonitrile